3-allyloxypropyl-trimethoxysilicon C(C=C)OCCC[Si](OC)(OC)OC